4-((2R,4R)-1-((5-methoxy-7-methyl-1H-indol-4-yl)methyl)-4-(oxetan-3-ylmethoxy)piperidin-2-yl)benzoic acid COC=1C(=C2C=CNC2=C(C1)C)CN1[C@H](C[C@@H](CC1)OCC1COC1)C1=CC=C(C(=O)O)C=C1